C(C)(C)(C)OC(=O)N1C[C@H](CC1)[C@@H](C(=O)OC(C)(C)C)CC1=CC(=CC=C1)OCC1=CC=CC=C1 (R)-3-((S)-3-(3-(benzyloxy)phenyl)-1-(tert-butoxy)-1-oxopropan-2-yl)pyrrolidine-1-carboxylic acid tert-butyl ester